ClC1=C(NC2=NC=C(C=C21)C=2C=C1N(N2)CCC12CCN(CC2)C(=O)NCC)C 2'-(3-chloro-2-methyl-1H-pyrrolo[2,3-b]pyridin-5-yl)-N-ethyl-5',6'-dihydrospiro[piperidine-4,4'-pyrrolo[1,2-b]pyrazole]-1-carboxamide